[N+](=O)([O-])C=1C(=NN(C1)COCC[Si](C)(C)C)OCC(F)(F)F 4-nitro-3-(2,2,2-trifluoroethoxy)-1-((2-(trimethylsilyl)ethoxy)methyl)-1H-pyrazole